ClC1=CC=C2C(=CC(=NC2=C1Cl)N(CCNNS(=O)=O)C)N1C=NC=C1 N-(2-((7,8-dichloro-4-(1H-imidazol-1-yl)quinolin-2-yl)(methyl)amino)ethyl)aminosulfonamide